CN(C)CCCCCC N,N-Dimethyl-hexylamine